FC(C(=O)O)(F)F.N1(CN=CC=C1)C1(N(CC1)S(=O)(=O)N)C1=CC=CC=C1 pyrimidin-1(2H)-yl-(phenyl)azetidine-1-sulfonamide 2,2,2-trifluoroacetate